CC1C(CCC1)C 1,2-dimethyl-cyclopentane